COC=1C=C(C=C(C1OC)OC)N1C([C@@H]([C@@H]1C1=C(C=C(C=C1)OC)OCCCCC[Se]C#N)CO)=O (3S,4R)-1-(3,4,5-trimethoxyphenyl)-4-(5-selenocyanopentoxy-4-methoxyphenyl)-3-hydroxymethylazetidin-2-one